6-((1R,5S)-3-(cyclopropanecarbonyl)-3-azabicyclo[3.1.0]hex-1-yl)-4-(((R)-1-(3-(difluoromethyl)-2-fluorophenyl)ethyl)amino)-2-methyl-2,6-dihydropyrido[3,4-d]pyridazine-1,7-dione C1(CC1)C(=O)N1C[C@]2(C[C@H]2C1)N1C=C2C(=NN(C(C2=CC1=O)=O)C)N[C@H](C)C1=C(C(=CC=C1)C(F)F)F